C(CC)OCC(OCC(C)OC)C dipropylene glycol methyl propyl Ether